tert-butyl N-[4-[3,5-bis[3-(tert-butoxycarbonylamino)propylcarbamoyl]anilino]-4-oxo-butyl]carbamate C(C)(C)(C)OC(=O)NCCCNC(=O)C=1C=C(NC(CCCNC(OC(C)(C)C)=O)=O)C=C(C1)C(NCCCNC(=O)OC(C)(C)C)=O